triphenylsulfonium trifluoromethanesulfonate salt FC(S(=O)(=O)[O-])(F)F.C1(=CC=CC=C1)[S+](C1=CC=CC=C1)C1=CC=CC=C1